The molecule is a peptide zwitterion that is the dizwitterionic form of angiotensin (1-9) having both carboxy groups deprotonated and the aspartyl amino group and arginine side-chain protonated. It is the major species at pH 7.3. It has a role as a human metabolite, an antihypertensive agent, a cardioprotective agent and a rat metabolite. It is a tautomer of an angiotensin (1-9). CC[C@H](C)[C@@H](C(=O)N[C@@H](CC1=CN=CN1)C(=O)N2CCC[C@H]2C(=O)N[C@@H](CC3=CC=CC=C3)C(=O)N[C@@H](CC4=CN=CN4)C(=O)[O-])NC(=O)[C@H](CC5=CC=C(C=C5)O)NC(=O)[C@H](C(C)C)NC(=O)[C@H](CCC[NH+]=C(N)N)NC(=O)[C@H](CC(=O)[O-])[NH3+]